O.N1N=C(C=C1)B(O)O 1H-PYRAZOLE-3-BORONIC ACID HYDRATE